ethyl 5-bromothieno[2,3-c]pyridine-2-carboxylate BrC=1C=C2C(=CN1)SC(=C2)C(=O)OCC